5-bromo-N,N,6-trimethylpyridineamide BrC=1C=CC(=NC1C)C(=O)N(C)C